(RS)-2-chloro-5-((1-(4-chloro-1-methyl-1H-pyrazol-5-yl)-2-(pyridin-3-yl)ethoxy)methyl)pyridine ClC1=NC=C(C=C1)CO[C@H](CC=1C=NC=CC1)C1=C(C=NN1C)Cl |r|